OC1=C(C(=O)N)C=CC(=C1)CN(CC=1C(=NC=CC1)C(F)(F)F)CC(C)C hydroxy-4-((isobutyl((2-(trifluoromethyl)pyridin-3-yl)methyl)amino)methyl)benzamide